COC(=O)C=1C=CC2=C(N(C(=N2)CC2=C(C=C(C=C2)Br)N)CCOC)C1 2-(2-amino-4-bromobenzyl)-1-(2-methoxyethyl)-1H-benzo[d]Imidazole-6-carboxylic acid methyl ester